[Si](C)(C)(C(C)(C)C)OCCN([C@@H]1CC[C@@H](OC1)C(=O)N1[C@H](C2=CC=CC=C2CC1)C1=CC=C(C=C1)F)CCO[Si](C)(C)C(C)(C)C ((2R,5R)-5-(bis(2-((tert-butyldimethylsilyl)oxy)ethyl)amino)tetrahydro-2H-pyran-2-yl)((S)-1-(4-fluorophenyl)-3,4-dihydroisoquinolin-2(1H)-yl)methanone